CN1C(=C(C2=CC=CC=C12)CC1OC1)C 1,2-dimethyl-3-(oxiran-2-ylmethyl)-1H-indole